FC1=C(C=CC(=C1)F)NC(=O)N1CCC1 N-(2,4-difluorophenyl)azetidine-1-carboxamide